C(C)(C)(C)[SiH](OC)OC Tert-butyldimethoxysilane